3-(3-(1-cyano-1-(2-(5-((6,7-difluoro-4-methyl-1H-indol-5-yl)oxy)-2-fluorophenyl)-1H-imidazol-5-yl)ethyl-2,2,2-d3)-5-fluorophenyl)propanoic acid C(#N)C(C([2H])([2H])[2H])(C1=CN=C(N1)C1=C(C=CC(=C1)OC=1C(=C2C=CNC2=C(C1F)F)C)F)C=1C=C(C=C(C1)F)CCC(=O)O